NC1=CC=C(C=C1)C(C=1C=C(C=CC1)O)C1=CC=C(C=C1)N 3-[bis(4-aminophenyl)methyl]phenol